OCCOC1=NN2C(C(N(CC2)C2=C(C=C(C=C2)C2=NC3=CC=C(C=C3C=N2)C(F)(F)F)C)=O)=C1C 2-(2-hydroxyethoxy)-3-methyl-5-(2-methyl-4-(6-(trifluoromethyl)quinazolin-2-yl)phenyl)-6,7-dihydropyrazolo[1,5-a]pyrazin-4(5H)-one